propylene butanesulfonate C(CCC)S(=O)(=O)O.C=CC